BrC=1C(=C(C(=NC1)OC)[N+](=O)[O-])C 5-Bromo-2-methoxy-4-methyl-3-nitropyridine